ClC=1C(=NC=C(C1)C1(NC=C(C(=N1)NC=1C=CC2=C(NC(O2)=O)C1)C)N)N1CCN(CC1)C 2-[3-chloro-2-(4-methylpiperazino)pyridin-5-yl]-5-methyl-N4-(2-oxo-2,3-dihydro-1,3-benzooxazol-5-yl)-2,4-pyrimidinediamine